9-(3-hydroxy-2,6-dimethylphenyl)-6,7-dimethyl-3,9-dihydro-4H-pyrido[3',2':4,5]pyrrolo[2,3-d]pyrimidin-4-one OC=1C(=C(C(=CC1)C)N1C2=C(C3=C1N=CNC3=O)C=C(C(=N2)C)C)C